FC1=CC=CC=2C3CC[C@@]4(C(\C(\[C@H](C4C3CCC12)CCC(=O)NC1COCC1)=C/O)=O)C 3-((13S,15S,Z)-4-fluoro-16-(hydroxymethylene)-13-methyl-17-oxo-7,8,9,11,12,13,14,15,16,17-decahydro-6H-cyclopenta[a]phenanthren-15-yl)-N-(tetrahydrofuran-3-yl)propanamide